4-decylmethylsilane CCCC(CCCCCC)[SiH2]C